4-Chlorophenyltrityl sulfide ClC1=CC=C(C=C1)C1=C(C(C2=CC=CC=C2)(C2=CC=CC=C2)SC(C2=C(C=CC=C2)C2=CC=C(C=C2)Cl)(C2=CC=CC=C2)C2=CC=CC=C2)C=CC=C1